C(CCC)C1CCCC2=C(N(C3=C(C=CC=C23)C(=O)O)CC2=CC(=CC=C2)C(N)=O)C1 7-butyl-5-[(3-carbamoylphenyl)methyl]-5H,6H,7H,8H,9H,10H-cyclohepta[b]indole-4-carboxylic acid